C1(=CC=CC=C1)C(C1=CC=CC=C1)(N=C=O)N=C=O di-phenylmethylene di-isocyanate